OC/C=C(/C(=O)O[C@@H]1C/C(=C/C[C@@H](\C(=C/[C@@H]2OC(C([C@@H]21)=C)=O)\C)O)/COC(C)=O)\C (3aR,4R,6Z,9S,10Z,11aS)-6-(acetoxymethyl)-9-hydroxy-10-methyl-3-methylene-2-oxo-2,3,3a,4,5,8,9,11a-octahydrocyclodeca[b]furan-4-yl (E)-4-hydroxy-2-methylbut-2-enoate